2-[2-[[6-(3-aminopropyl)-1,3-benzothiazol-2-yl]methylcarbamoyl]indan-2-yl]acetic acid NCCCC1=CC2=C(N=C(S2)CNC(=O)C2(CC3=CC=CC=C3C2)CC(=O)O)C=C1